3-(6-Fluoropyridin-3-yl)-2-(6-(4-methyl-4H-1,2,4-triazol-3-yl)-3-azabicyclo[3.1.0]hexan-3-yl)benzonitrile FC1=CC=C(C=N1)C=1C(=C(C#N)C=CC1)N1CC2C(C2C1)C1=NN=CN1C